C(C1=CC=CC=C1)OC(NC1=NC=NN2C1=CC=C2[C@@]2(O[C@@H]([C@H]([C@H]2O)O)COC(=O)OCC)C#N)=O (7-((2R,3R,4S,5R)-2-cyano-5-(((ethoxycarbonyl)oxy)methyl)-3,4-dihydroxytetrahydrofuran-2-yl)pyrrolo[2,1-f][1,2,4]triazin-4-yl)carbamic acid benzyl ester